6-methyl-4-propylpyrazolo[1,5-a]pyrazin CC=1N=C(C=2N(C1)N=CC2)CCC